BrC1=C2CCN(CC2=CC(=C1)NC=1N=NC(=C(N1)NC1=C(C=CC=C1)S(N)(=O)=O)C(=O)N)C ((5-bromo-2-methyl-1,2,3,4-tetrahydroisoquinolin-7-yl)amino)-5-((2-sulfamoylphenyl)amino)-1,2,4-triazine-6-carboxamide